OC[C@@H](C1=NC(=NO1)C1=CC(=CC=C1)C(F)(F)F)NC(=O)C=1N=C2N(C=CC=C2)C1 N-[(1S)-2-hydroxy-1-{3-[3-(trifluoromethyl)phenyl]-1,2,4-oxadiazol-5-yl}ethyl]imidazo[1,2-a]pyridine-2-carboxamide